rac-4-[3-[2,6-Dichloro-4-[2-cyano-4-(2-methoxyethyl)piperazin-1-yl]benzoyl]-2,4-dihydro-1,3-benzoxazin-8-yl]-5-fluoro-2-morpholin-4-ylbenzoic acid ClC1=C(C(=O)N2COC3=C(C2)C=CC=C3C3=CC(=C(C(=O)O)C=C3F)N3CCOCC3)C(=CC(=C1)N1[C@H](CN(CC1)CCOC)C#N)Cl |r|